(R)-N-(1-(4-(5-(thiophen-3-yl)-1,2,4-oxadiazol-3-yl)phenyl)ethyl)pyrazin-2-amine S1C=C(C=C1)C1=NC(=NO1)C1=CC=C(C=C1)[C@@H](C)NC1=NC=CN=C1